oxapentene O=CCCC